Cl.C(C)OC1=NC(=NC=C1C(=O)NC=1C=C(C=2N(C1)C=C(N2)C)F)N2C[C@H](CC2)NC |o1:26| rel-4-ethoxy-N-{8-fluoro-2-methylimidazo[1,2-a]pyridin-6-yl}-2-[(3S)-3-(methylamino)pyrrolidin-1-yl]pyrimidine-5-carboxamide hydrochloride